CS(=O)(=O)C1=C2C(C(=NN(C2=CC=C1)C1=CC=C(C=C1)OC(F)(F)F)C(=O)OCCCOC)=O 3-methoxypropyl 5-methylsulfonyl-4-oxo-1-[4-(trifluoromethoxy)phenyl]cinnoline-3-carboxylate